7-cyclobutoxy-2-(methylsulfanyl)-5-[2-(triisopropylsilyl)ethynyl]pyrido[2,3-d]pyrimidine C1(CCC1)OC=1C=C(C2=C(N=C(N=C2)SC)N1)C#C[Si](C(C)C)(C(C)C)C(C)C